ClC1=C(OC2=C3C(=NNC3=CC=C2NC(OC(C)(C)C)=O)N2C(C3=CC=CC=C3C2=O)=O)C=C(C=C1)F tert-butyl (4-(2-chloro-5-fluorophenoxy)-3-(1,3-dioxoisoindolin-2-yl)-1H-indazol-5-yl)carbamate